6-Chloro-4-methyl-5-(trifluoromethyl)pyridin-2-amine ClC1=C(C(=CC(=N1)N)C)C(F)(F)F